lithium N,N'-dimethyl-sulfonyl-3,3'-dimethoxy-benzidine CS(=O)(=O)NC1=C(C=C(C=C1)C1=CC(=C(NS(=O)(=O)C)C=C1)OC)OC.[Li]